ClC1=CC=C2C(=N1)SC(=N2)N2CCOCC2 4-(5-chlorothiazolo[5,4-b]pyridin-2-yl)morpholine